O=C1NC(CCC1N1CC2=CC=C(C=C2C1)N1CCC(CC1)CN1CCNCC1)=O 2-(2,6-dioxopiperidin-3-yl)-5-(4-(piperazin-1-ylmethyl)piperidin-1-yl)isoindoline